ClC1=C(C(=C2C=NNC2=C1)C1=C(C=2N=C(N=C(C2C=N1)O)OC[C@]12CCCN2C[C@@H](C1)F)F)CCCC(CCC1CNCCC1)=O 6-(6-Chloro-4-(8-fluoro-2-(((2R,7aS)-2-fluorotetrahydro-1H-pyrrolizin-7a(5H)-yl)methoxy)-4-hydroxypyrido[4,3-d]pyrimidin-7-yl)-1H-indazol-5-yl)-1-(piperidin-3-yl)hexan-3-one